2-azabicyclo[2.2.1]heptane-7-one C12NCC(CC1)C2=O